C(C)C1(NC(N(C(C1)=O)[C@H](CCOC)C1=CC(=CC=C1)C(N[C@H]1[C@H](COC2=CC=CC=C12)O)=O)=[NH2+])CC [4,4-diethyl-1-[(1R)-1-[3-[[(3R,4R)-3-hydroxychroman-4-yl]carbamoyl]phenyl]-3-methoxy-propyl]-6-oxo-hexahydropyrimidin-2-ylidene]ammonium